N1C=NC=C1C#N 1H-imidazole-5-carbonitrile